FC1=C(C=CC=C1F)CN1C(CCC1=O)CC(=O)NCC=1C=C2C=CC=NC2=CC1 2-[1-[(2,3-difluorophenyl)methyl]-5-oxopyrrolidin-2-yl]-N-(chinolin-6-ylmethyl)acetamid